4-chloro-2-(4-methoxyphenyl)-quinazoline ClC1=NC(=NC2=CC=CC=C12)C1=CC=C(C=C1)OC